BrC1=CC(=C(C(=C1)C)O)OC 4-bromo-2-methoxy-6-methyl-phenol